N-(2-hydroxy-1,1-dimethylethyl)dodecylamine OCC(C)(C)NCCCCCCCCCCCC